cis-4-{2-[4-(Benzothiazol-2-yloxy)-phenyl]-ethylamino}-cyclohexanecarboxylic acid trifluoromethanesulfonate salt FC(S(=O)(=O)O)(F)F.S1C(=NC2=C1C=CC=C2)OC2=CC=C(C=C2)CCN[C@H]2CC[C@H](CC2)C(=O)O